nitrosaccharin C1=CC=C2C(=C1)C(=O)N(S2(=O)=O)[N+](=O)[O-]